CC1CNCC=2N1C=NN2 5-methyl-5,6,7,8-tetrahydro-[1,2,4]Triazolo[4,3-a]Pyrazine